1,2-dimethyl-indole-3-carboxylic acid ethyl ester hydrochloride Cl.C(C)OC(=O)C1=C(N(C2=CC=CC=C12)C)C